O[C@@H]([C@@H](C(=O)N)N1C([C@@]2(C1)N(CCC2)C(C(C)C)=O)=O)C (2S,3R)-3-hydroxy-2-((R)-5-isobutyryl-1-oxo-2,5-diazaspiro[3.4]octan-2-yl)butanamide